3-[4-[3-[4-[5-[(5-chloro-1-methyl-6-oxo-pyridazin-4-yl)amino]-1-methyl-3-piperidyl]benzoyl]-3,9-diazaspiro[5.5]undecan-9-yl]phenyl]piperidine-2,6-dione ClC1=C(C=NN(C1=O)C)NC1CC(CN(C1)C)C1=CC=C(C(=O)N2CCC3(CC2)CCN(CC3)C3=CC=C(C=C3)C3C(NC(CC3)=O)=O)C=C1